(1H-imidazol-1-yl)(4-methoxypyridin-2-yl)methanone N1(C=NC=C1)C(=O)C1=NC=CC(=C1)OC